4-[2-(1-methylpyrazol-3-yl)-5-[3-[3-(trideuteriomethyl)phenyl]pyrazol-1-yl]pyrazolo[1,5-a]pyrimidin-7-yl]morpholine CN1N=C(C=C1)C1=NN2C(N=C(C=C2N2CCOCC2)N2N=C(C=C2)C2=CC(=CC=C2)C([2H])([2H])[2H])=C1